6-Methyl-5-(1-methyl-1H-imidazol-4-yl)-N-[(3S)-pyrrolidin-3-yl]pyridin-2-amine, dihydrochloride Salt Cl.Cl.CC1=C(C=CC(=N1)N[C@@H]1CNCC1)C=1N=CN(C1)C